FC1=CC=C2C(=CNC2=C1F)CCN(CCC)CCC N-(2-(6,7-difluoro-1H-indol-3-yl)ethyl)-N-propyl-propan-1-amine